ClC=1C(=C(C(=CC1)F)C1=C(C(=NN(C1=O)C)C)OC(C(C)C)=O)CCC1=CC(=C(C=C1)C(N(C)CC)=O)F 2-Methylpropanoic acid [5-[3-chloro-2-[2-[4-[ethyl (methyl) carbamoyl]-3-fluoro-phenyl] ethyl]-6-fluoro-phenyl]-1,3-dimethyl-6-oxo-pyridazin-4-yl] ester